BrC1=CC=C(C=C1)C=1N(C(=CC1)C1=CC(=CC=C1)[N+](=O)[O-])C1=C(C=CC=C1)C(F)(F)F 2-(4-bromophenyl)-5-(3-nitrophenyl)-1-[2-(trifluoromethyl)phenyl]Azole